non-2-en-1-ol C(C=CCCCCCC)O